3-[(benzyloxycarbonyl)amino]propionaldehyde C(C1=CC=CC=C1)OC(=O)NCCC=O